C(CCCCCCCCCCC)(=O)[O-].C(CCCCCCCCCCC)(=O)[O-].C(CCC)[Sn+2]CCCC dibutyl-tin di(dodecanoate)